C(C)(C)(C1=CC=CC=C1)S(=O)(=O)OCC ethyl cumyl-sulfonate